C(C)OC(C[C@H](NC(=O)NC=1C(N(C=CC1O)C)=O)C1=CC(=CC=C1)C1=CC=C2C=CN(C2=C1)CC)=O (S)-3-(3-(1-ethyl-1H-indol-6-yl)phenyl)-3-(3-(4-hydroxy-1-methyl-2-oxo-1,2-dihydropyridin-3-yl)ureido)propanoic acid ethyl ester